2-(6-bromo-5-ethyl-7-oxo-2-(3,3a,4,6a-tetrahydro-1H-cyclopenta[c]furan-5-yl)-[1,2,4]triazolo[1,5-a]pyrimidin-4(7H)-yl)-N-(2-chloro-4-(trifluoromethyl)phenyl)acetamide BrC1=C(N(C=2N(C1=O)N=C(N2)C=2CC1C(COC1)C2)CC(=O)NC2=C(C=C(C=C2)C(F)(F)F)Cl)CC